methyltri(1-butyl)ammonium C[N+](CCCC)(CCCC)CCCC